1-(4-methylphenyl)ethanone BENZYL-(4-FORMYLPYRIMIDIN-2-YL)METHYLCARBAMATE C(C1=CC=CC=C1)N(C(O)=O)CC1=NC=CC(=N1)C=O.CC1=CC=C(C=C1)C(C)=O